(5R)-N-((1R,2R,4S)-7-cyano-7-azabicyclo[2.2.1]heptan-2-yl)-2-(6-methyl-2-pyridinyl)-4,5,6,7-tetrahydro-2H-indazole-5-carboxamide C(#N)N1[C@H]2[C@@H](C[C@@H]1CC2)NC(=O)[C@H]2CC1=CN(N=C1CC2)C2=NC(=CC=C2)C